CC1=C(C=CC=C1C)C1CCN(CC1)C(CN1N=C(C2=C1C[C@H]1[C@@H]2C1)C(=O)N1C[C@@H]([C@@H](CC1)O)F)=O 1-[4-(2,3-Dimethylphenyl)piperidin-1-yl]-2-{(3bS,4aS)-3-[(3S,4R)-3-fluoro-4-hydroxypiperidin-1-carbonyl]-3b,4,4a,5-tetrahydro-1H-cyclopropa[3,4]cyclopenta[1,2-c]pyrazol-1-yl}ethan-1-on